FC1=C(C#N)C=CC=C1OC1=C(N=CN(C1=O)CC1=NNC(C(=C1)C1=CC=C(C=C1)F)=O)C(F)(F)F 2-fluoro-3-((1-((5-(4-fluorophenyl)-6-oxo-1,6-dihydropyridazin-3-yl)methyl)-6-oxo-4-(trifluoromethyl)-1,6-dihydropyrimidin-5-yl)oxy)benzonitrile